(E)-N-(2-(3-(hydroxyamino)-3-oxoprop-1-en-1-yl)phenyl)-2-((6-methylpyridin-3-yl)oxy)benzamide ONC(/C=C/C1=C(C=CC=C1)NC(C1=C(C=CC=C1)OC=1C=NC(=CC1)C)=O)=O